5-(4-methanesulfonylphenyl)-1H-pyrrolo[2,3-b]pyridine-2-carboxylic acid hydrochloride Cl.CS(=O)(=O)C1=CC=C(C=C1)C=1C=C2C(=NC1)NC(=C2)C(=O)O